ClC1=CC=C(C=C1)C=1N=C2N(C=CC=C2)C1CN1C2CN(CC1CC2)C(=O)C2=C(C=CC=C2)C (8-{[2-(4-chlorophenyl)imidazo[1,2-a]pyridin-3-yl]methyl}-3,8-diazabicyclo[3.2.1]oct-3-yl)(2-methylphenyl)methanone